5-Methoxy-6-methyl-1,3-benzoxazole COC=1C(=CC2=C(N=CO2)C1)C